(R)-5-(5-(1-(3,5-dichloropyridin-4-yl)ethoxy)-1H-indazol-3-yl)-2-(6-(methylsulfonyl)-2,6-diazaspiro[3.5]nonan-2-yl)nicotinonitrile ClC=1C=NC=C(C1[C@@H](C)OC=1C=C2C(=NNC2=CC1)C=1C=NC(=C(C#N)C1)N1CC2(C1)CN(CCC2)S(=O)(=O)C)Cl